FC1=CC(=C(C=C1)C=1C=CC=C2C=NC(=NC12)NC=1C=CC(=C(C1)NC(C1=CC=C(C(=O)N(C)C)C=C1)=O)C)OC(C)C N1-(5-((8-(4-fluoro-2-isopropoxyphenyl)quinazolin-2-yl)amino)-2-methylphenyl)-N4,N4-dimethylterephthalamide